chloropropyl-butyl-dimethoxysilane ClCCC[Si](OC)(OC)CCCC